C1N(CCC2=CC=CC=C12)S(=O)(=O)C1=CC=C(C=C1)NC(=O)NCC=1C=NNC1 1-[4-(3,4-Dihydro-1H-isoquinoline-2-sulfonyl)-phenyl]-3-(1H-pyrazol-4-ylmethyl)-urea